methyl 4'-(propan-2-yl)[1,1'-biphenyl]-2-carboxylate CC(C)C1=CC=C(C=C1)C=1C(=CC=CC1)C(=O)OC